5-(ethoxycarbonyl)-4-(furan-2-ylcarbonyl)-2,6-dimethyl-1,4-dihydropyridine-3-carboxylic acid ethyl ester C(C)OC(=O)C1=C(NC(=C(C1C(=O)C=1OC=CC1)C(=O)OCC)C)C